N-(1-(3-chloro-phenyl)-2-hydroxyethyl)-1-(2-((2,2-dimethyl-benzo[d][1,3]di-oxol-5-yl)amino)-5-methylpyrimidin-4-yl)-1H-pyrrole-3-carboxamide ClC=1C=C(C=CC1)C(CO)NC(=O)C1=CN(C=C1)C1=NC(=NC=C1C)NC1=CC2=C(OC(O2)(C)C)C=C1